2-[(4R)-2-Oxo-4-imidazolidinyl]benzonitrile O=C1NC[C@H](N1)C1=C(C#N)C=CC=C1